(3,4,5-trimethoxyphenoxy)propionic acid COC=1C=C(OC(C(=O)O)C)C=C(C1OC)OC